FC1=C(C(=CC(=C1)N1CC(C1)NCCCF)F)[C@H]1N([C@@H](CC2=C3C(=CC=C12)NC(O3)=O)C)CC(F)(F)F (6S,8R)-6-(2,6-Difluoro-4-(3-((3-fluoropropyl)amino)azetidin-1-yl)phenyl)-8-Methyl-7-(2,2,2-trifluoroethyl)-6,7,8,9-tetrahydrooxazolo[5,4-f]isoquinolin-2(3H)-one